1-[[(3S)-6-(2,2-dimethylpropoxy)-3-methyl-3,4-dihydronaphthalen-2-yl]methyl]azetidine-3-carboxylic acid CC(COC=1C=C2C[C@@H](C(=CC2=CC1)CN1CC(C1)C(=O)O)C)(C)C